ClC1=NC=C(C=C1CCl)C(F)(F)F 2-chloro-3-(chloromethyl)-5-(trifluoromethyl)pyridine